C(C(O)CO)OC(CCCCCCCCC(=O)[O-])=O GLYCERYLSEBACAT